BrC1=CC=C2C(OC(C2=C1OC)=CC=1C=CC(=C(C(=O)N2CCN(CC2)C2=NC=C(C#N)C=C2)C1)F)=O 6-(4-(5-((6-Bromo-7-methoxy-3-oxoisobenzofuran-1(3H)-ylidene)methyl)-2-fluorobenzoyl)piperazin-1-yl)nicotinonitrile